FC(C1=CC=CC(=N1)C(=O)NC1=CC=2N(C=C1C(=O)OCC)N=C(C2)CCC(C)(C)O)F ethyl 5-[[6-(difluoromethyl) pyridine-2-carbonyl] amino]-2-(3-hydroxy-3-methyl-butyl)pyrazolo[1,5-a]pyridine-6-carboxylate